propionic acid 3-(2-(pyrrolidin-1-yl) ethyl)-1H-indol-6-yl ester N1(CCCC1)CCC1=CNC2=CC(=CC=C12)OC(CC)=O